C(C)(C)(C)OC(N[C@H](C(=O)N(C)CC(=O)N1C=C(C2=CC=CC=C12)CCN(C)C)CC1=CC=CC=C1)=O (S)-(1-((2-(3-(2-(dimethylamino)ethyl)-1H-indol-1-yl)-2-oxoethyl)(methyl)amino)-1-oxo-3-phenylpropan-2-yl)carbamic acid tert-butyl ester